FC1=C(C=CC(=C1)\C=C\[N+](=O)[O-])OC fluoro-1-methoxy-4-[(E)-2-nitrovinyl]Benzene